N-({4-[2-(3-fluorophenyl)-1,3-thiazole-4-sulfonyl]phenyl}methyl)-1H-pyrrolo[3,2-c]pyridine-2-carboxamide FC=1C=C(C=CC1)C=1SC=C(N1)S(=O)(=O)C1=CC=C(C=C1)CNC(=O)C1=CC=2C=NC=CC2N1